Nonafluorodecanol FC(C(C(C(C(O)(F)F)(F)F)(F)F)(F)F)CCCCC